C(C)(=O)C=1C(NC2=NC=C(C=C2C1C)Cl)=O 3-acetyl-6-chloro-4-methyl-1,8-naphthyridin-2(1H)-one